FC(C1=C2CN(C(C2=CC(=C1)C1=CC=C(C=C1)[C@@H]1[C@H](CN(CC1)CC)F)=O)C(C(=O)NC=1SC=CN1)C1=C2N(C=N1)CCC2)F |r| 2-[4-(difluoromethyl)-1-oxo-6-[4-[rac-(3R,4R)-1-ethyl-3-fluoro-4-piperidinyl]phenyl]isoindolin-2-yl]-2-(6,7-dihydro-5H-pyrrolo[1,2-c]imidazol-1-yl)-N-thiazol-2-yl-acetamide